tert-butyl ((3'-chloro-6-methoxy-2'-(3-(5-(((R)-3-methoxypyrrolidin-1-yl)methyl)picolinamido)-2-methylphenyl)-[2,4'-bipyridin]-5-yl)methyl)(((S)-5-oxopyrrolidin-2-yl)methyl)carbamate ClC=1C(=NC=CC1C1=NC(=C(C=C1)CN(C(OC(C)(C)C)=O)C[C@H]1NC(CC1)=O)OC)C1=C(C(=CC=C1)NC(C1=NC=C(C=C1)CN1C[C@@H](CC1)OC)=O)C